7-(5,6-dihydro-4H-imidazo[1,2-c]triazol-3-yl)-2-[3-(6-methyl-2-pyridyl)-1H-pyrazol-4-yl]-1,5-naphthyridine N1=NC(=C2N1CCN2)C2=CN=C1C=CC(=NC1=C2)C=2C(=NNC2)C2=NC(=CC=C2)C